(3-(3-fluorophenyl)-1-methyl-1H-indazol-6-yl)(4-(1-(tetrahydro-2H-pyran-4-yl)-1H-benzo[d]imidazol-2-yl)piperidin-1-yl)methanone FC=1C=C(C=CC1)C1=NN(C2=CC(=CC=C12)C(=O)N1CCC(CC1)C1=NC2=C(N1C1CCOCC1)C=CC=C2)C